N-[4-[(E)-3-[4-[2-Hydroxyethyl(methyl)amino]phenyl]prop-2-enoyl]phenyl]pyridine-3-carboxamide OCCN(C1=CC=C(C=C1)/C=C/C(=O)C1=CC=C(C=C1)NC(=O)C=1C=NC=CC1)C